3-phenyl-2-(toluene-4-sulfonyl)-propionitrile C1(=CC=CC=C1)CC(C#N)S(=O)(=O)C1=CC=C(C)C=C1